P([O-])([O-])=O.[Pb+2]=O Lead oxide phosphonate